Dimethyl 5-hydroxy-2-(3-phenoxybenzyl)-6-propylpyridine-3,4-dicarboxylate OC=1C(=C(C(=NC1CCC)CC1=CC(=CC=C1)OC1=CC=CC=C1)C(=O)OC)C(=O)OC